Br(=O)(=O)O.NNC(=N)NN 1,3-diaminoguanidine bromate